[Al+3].[In+3] indium (Iii) aluminum